(S)-(5-amino-5-oxo-1-phenylpentan-2-yl)carbamic acid tert-butyl ester C(C)(C)(C)OC(N[C@H](CC1=CC=CC=C1)CCC(=O)N)=O